C1(=CC(=CC=C1)C=1NC2=CC=CC=C2C1CC1=C(NC2=CC=CC=C12)C=1C=C(C=CC1)C)C Bis(2-(m-tolyl)-1H-indol-3-yl)methane